C1(CC1)N1C(=NC2=C1C=C(C(=C2)NC=2SC(=NN2)C2=CC(=CC=C2)C(F)(F)F)F)C2=CC(=CC=C2)C(F)(F)F N-(1-cyclopropyl-6-fluoro-2-(3-trifluoromethylphenyl)-5-benzimidazolyl)-5-(3-trifluoromethylphenyl)-1,3,4-thiadiazol-2-amine